CN1N=C(C(=C1)C1N(CCC1)CC1=CC=C(OC2=C(C(=O)N)C=CC=C2F)C=C1)C (4-{[2-(1,3-dimethyl-1H-pyrazol-4-yl)pyrrolidin-1-yl]methyl}phenoxy)-3-fluorobenzamide